4-morpholin-4-ylthiophene N1(CCOCC1)C=1C=CSC1